CC=1C(=C(C=CC1N)C1=CC=C(C=C1)N)C bis(methyl)-4,4'-diaminobiphenyl